CN(C1=CC=C(C=C1)/C=C/CC1C(C2=CC=CC=C2C1=O)=O)C (E)-2-(3-(4-(dimethylamino)phenyl)allyl)-1H-indene-1,3(2H)-dione